CN1CCN(CC1)C(=O)C1=CC=C(CN(C2=NC=CC(=N2)C#N)CC(C)(C)C)C=C1 2-((4-(4-methylpiperazin-1-carbonyl)benzyl)(neopentyl)amino)pyrimidine-4-carbonitrile